(3R)-3-(4-chlorophenyl)-2-[(1S)-1-(4-chlorophenyl)ethyl]-3-{[1-(hydroxymethyl)cyclopropyl]methoxy}-6-(2-hydroxypropan-2-yl)-2,3-dihydro-1H-isoindol-1-one ClC1=CC=C(C=C1)[C@@]1(N(C(C2=CC(=CC=C12)C(C)(C)O)=O)[C@@H](C)C1=CC=C(C=C1)Cl)OCC1(CC1)CO